CC=1C(=NOC1)CC(C)C=1C=C(N)C=CC1 3-(1-(4-methylisoxazol-3-yl)propan-2-yl)aniline